(1S)-1-methyl-N-[(3S)-5-methyl-4-oxo-2,3-dihydro-1,5-benzoxazepine-3-yl]-1-(trifluoromethyl)-3H-furo[3,4-c]Pyridine-6-carboxamide C[C@@]1(OCC=2C=NC(=CC21)C(=O)N[C@H]2COC1=C(N(C2=O)C)C=CC=C1)C(F)(F)F